N-(3-chlorophenyl)-4-hydroxy-3-{5-[4-(trifluoromethoxy)phenyl]-1H,2H,3H,4H,5H,6H-pyrrolo[3,4-c]pyrrol-2-yl}butanamide ClC=1C=C(C=CC1)NC(CC(CO)N1CC=2CN(CC2C1)C1=CC=C(C=C1)OC(F)(F)F)=O